4-(4-{5-[5-Fluoro-6-(2-methoxyethoxy)-1H-indazol-3-yl]-1,2-oxazol-3-yl}phenyl)-1λ4-thiomorpholin-1-one FC=1C=C2C(=NNC2=CC1OCCOC)C1=CC(=NO1)C1=CC=C(C=C1)N1CCS(CC1)=O